C(C)OC(=O)[C@H]1NC(CC1)(C)CC(=O)OC.CC1=NC=C(N=C1C)C 2,3,5-trimethyl-pyrazine ethyl-(2S)-5-(2-methoxy-2-oxoethyl)-5-methylpyrrolidine-2-carboxylate